bis(cyclohexylformyl)benzenedicarboxamide C1(CCCCC1)C(=O)C=1C(=C(C(=CC1)C(=O)N)C(=O)N)C(=O)C1CCCCC1